5-(3-aminopropoxy)isophthalonitrile NCCCOC=1C=C(C=C(C#N)C1)C#N